OC=1C(C=CC1)C=1C=C(C=C(C1)N1N=C2C(=N1)C=CC=C2)C2C=CC=C2 2-(2'-hydroxy-3',5'-dicyclopentadienyl-phenyl)benzotriazole